N-[(2,4-dimethoxyphenyl)methyl]-5-fluoro-7-[2-methoxy-5-(4,4,5,5-tetramethyl-1,3,2-dioxaborolan-2-yl)phenyl]cinnolin-4-amine COC1=C(C=CC(=C1)OC)CNC1=CN=NC2=CC(=CC(=C12)F)C1=C(C=CC(=C1)B1OC(C(O1)(C)C)(C)C)OC